C(C)(C)OC1=NC=2N(C=C1C(=O)NC=1C(=NC=CC1)OC)C=C(N2)[C@]21CO[C@](CC2)(C1)C 7-isopropoxy-N-(2-methoxypyridin-3-yl)-2-((1R,4S)-1-methyl-2-oxabicyclo[2.2.1]heptan-4-yl)imidazo[1,2-a]pyrimidine-6-carboxamide